FC1(CCN(CC1)C=1C=2N(C=C(N1)NC(C1=C(C=C(C(=C1)F)NS(=O)(=O)CCO)N1CCC3(CC3)CC1)=O)C=C(N2)C)F N-(8-(4,4-difluoropiperidin-1-yl)-2-methylimidazo[1,2-a]pyrazin-6-yl)-5-fluoro-4-(2-Hydroxyethylsulfonylamino)-2-(6-azaspiro[2.5]octane-6-yl)benzamide